5-amino-1-β-D-ribofuranosyl-imidazole NC1=CN=CN1[C@H]1[C@H](O)[C@H](O)[C@H](O1)CO